C1(=CC=C(C=C1)O)C=CC1=CC=C(C=C1)O stilbene-4,4'-diol